2-aminopyrimidine-4,6-diol NC1=NC(=CC(=N1)O)O